[(2-Iodoethoxy)methyl]benzene ICCOCC1=CC=CC=C1